C(=O)(O)C=1C(=C2NC1C=C1C=CC(=N1)C=C1C=CC(N1)=CC=1C=CC(N1)=C2)C2=CC=CC=C2.[Cu] copper carboxyphenylporphyrin